N1-(2-(dimethylamino)ethyl)-N4-(4-(6-ethynyl-1-methyl-1H-indol-3-yl)pyrimidin-2-yl)-5-methoxy-N1-methylbenzene-1,2,4-triamine CN(CCN(C=1C(=CC(=C(C1)OC)NC1=NC=CC(=N1)C1=CN(C2=CC(=CC=C12)C#C)C)N)C)C